C1(C=2C(C(N1CCCCCC(=O)OO)=O)=CC=CC2)=O ε-Phthalimido-peroxy-hexanoic acid